Natrium 7-[[4-[2-Fluoro-4-[[1-[(4-fluorophenyl)carbamoyl]cyclopropanecarbonyl]amino] phenoxy]-6-methoxy-7-quinolyl]oxy]heptanoat FC1=C(OC2=CC=NC3=CC(=C(C=C23)OC)OCCCCCCC(=O)[O-])C=CC(=C1)NC(=O)C1(CC1)C(NC1=CC=C(C=C1)F)=O.[Na+]